Cl.NC[C@H]1N(CCCC1)C(=O)C1=CN(CCS1)C=1C2=C(N=CN1)NC=C2C (S)-(2-(aminomethyl)piperidin-1-yl)(4-(5-methyl-7H-pyrrolo[2,3-d]pyrimidin-4-yl)-3,4-dihydro-2H-1,4-thiazin-6-yl)methanone hydrochloride